C(C)(C)(C)C1=C(O[Al])C(=CC=C1)C(C)(C)C (2,6-di-t-butylphenoxy)aluminum